9,9-dimethyl-N-phenyl-N-[4-(9-phenyl-9H-carbazole-3-yl)phenyl]fluoren-2-amine CC1(C2=CC=CC=C2C=2C=CC(=CC12)N(C1=CC=C(C=C1)C=1C=CC=2N(C3=CC=CC=C3C2C1)C1=CC=CC=C1)C1=CC=CC=C1)C